2-hydroxy-5-[2-(4-trifluoromethylphenyl)-ethylamino]-benzoic acid OC1=C(C(=O)O)C=C(C=C1)NCCC1=CC=C(C=C1)C(F)(F)F